(+)-2,3-dimethoxy-1,4-bis(dimethylamino)butane COC(CN(C)C)C(CN(C)C)OC